diphenol compound with phosgene C(=O)(Cl)Cl.C1(=CC=CC=C1)O.C1(=CC=CC=C1)O